8-fluoro-7-(8-fluoronaphthalene-1-yl)-2-((hexahydro-1H-pyrrolizin-7a-yl)methoxy)-4-(3-(methylsulfonyl)azepan-1-yl)pyrido[4,3-d]pyrimidine FC1=C(N=CC2=C1N=C(N=C2N2CC(CCCC2)S(=O)(=O)C)OCC21CCCN1CCC2)C2=CC=CC1=CC=CC(=C21)F